5-Amino-3-(4-(2-((4-ethyl-3-methylphenyl)amino)-2-oxoethyl)phenyl)-1-isopropyl-1H-pyrazole-4-carboxamide NC1=C(C(=NN1C(C)C)C1=CC=C(C=C1)CC(=O)NC1=CC(=C(C=C1)CC)C)C(=O)N